Benzyl (1R,3S,5S)-8-azabicyclo[3.2.1]octane-3-carboxylate [C@H]12CC(C[C@H](CC1)N2)C(=O)OCC2=CC=CC=C2